1-chloro-4-isothiocyanato-2-(trifluoromethyl)benzene ClC1=C(C=C(C=C1)N=C=S)C(F)(F)F